COC=1C=C(C=CC(=O)Cl)C=CC1OC 3,4-Dimethoxycinnamoyl chloride